C(C)(C)(C)OC(=O)N1CC2C(C1)CC(C2)=O 5-oxohexahydrocyclopenta[C]pyrrole-2(1H)-carboxylic acid t-butyl ester